CN(C(=O)[C@H]1[C@H](COC1)NC=1C=C(C(=O)[O-])C=CC1)C 3-(((3R,4S)-4-(dimethylcarbamoyl)tetrahydrofuran-3-yl)amino)benzoate